N-allyl-3,4-difluoro-5-((3-fluoro-2-((N-methylaminosulfonyl)amino)pyridin-4-yl)methyl)-2-((2-fluoro-4-iodo-5-methylphenyl)amino)benzamide C(C=C)NC(C1=C(C(=C(C(=C1)CC1=C(C(=NC=C1)NS(=O)(=O)NC)F)F)F)NC1=C(C=C(C(=C1)C)I)F)=O